[3,3,3-2H]Lactate C(C(O)C([2H])([2H])[2H])(=O)[O-]